C(C)(C)(C)[Si](OC=1C=CC(=C(C1)NC(=O)C=1C(=NC(=NC1)Cl)Cl)Cl)(C)C N-(5-((tert-butyldimethyl-silyl)oxy)-2-chlorophenyl)-2,4-dichloropyrimidine-5-carboxamide